2-(6-Oxo-5-(trifluoromethyl)-1,6-dihydropyridazin-3-yl)-N-(2-(4-(5-(trifluoromethyl)pyrimidin-2-yl)piperazin-1-yl)ethyl)acetamide O=C1C(=CC(=NN1)CC(=O)NCCN1CCN(CC1)C1=NC=C(C=N1)C(F)(F)F)C(F)(F)F